tert-butyl (2-((tert-butyldimethylsilyl)oxy)ethyl)((6-cyclopropylimidazo[1,2-a]pyridin-2-yl)methyl)carbamate [Si](C)(C)(C(C)(C)C)OCCN(C(OC(C)(C)C)=O)CC=1N=C2N(C=C(C=C2)C2CC2)C1